N1=C(C=CC=C1)C1=NC(=NC(=N1)C1=NC=CC=C1)C1=NC=CC=C1 2,4,6-Tris(2-pyridyl)-1,3,5-triazin